(R)-N-BOC-3-((2-chloroethyl)amino)-1-benzyloxy-2-propanol C(=O)(OC(C)(C)C)N(C[C@H](COCC1=CC=CC=C1)O)CCCl